[F].C(C=C)(=O)OC(C(C(C(C(C(C(C(F)(F)F)(F)F)(F)F)(F)F)(F)F)(F)F)(F)F)(F)F perfluorooctyl acrylate fluorine